tert-butyl 5-{5-nitro-6-[(pyridin-4-yl)amino]pyridin-2-yl}-octahydropyrrolo[3,4-c]pyrrole-2-carboxylate [N+](=O)([O-])C=1C=CC(=NC1NC1=CC=NC=C1)N1CC2C(C1)CN(C2)C(=O)OC(C)(C)C